4-methoxy-1-(oxetan-2-ylmethyl)-1H-benzimidazole-6-carboxylic acid COC1=CC(=CC=2N(C=NC21)CC2OCC2)C(=O)O